(S)-5-chloro-2-hydroxy-1-(methylenehydrazono)-2,3-dihydro-1H-indene-2-carboxylate ClC=1C=C2C[C@](C(C2=CC1)=NN=C)(C(=O)[O-])O